FC1=C(C=CC(=C1)F)C=1SC(=CC1)[N+](=O)[O-] 2-(2,4-difluorophenyl)-5-nitrothiophene